FC(C=1C=C(CN2C(=CC3=NC=CC=C32)C(=O)NC=3C(=C(C(=O)O)C=CC3)CC)C=CC1)(F)F 1-(3-(trifluoromethyl)benzyl)-1H-pyrrolo[3,2-b]pyridine-2-carboxamido(ethyl)benzoic acid